1-(4-fluorocyclohexyl)-3-(isoquinolin-4-yl)-2-oxoimidazolidine-4-carbonitrile FC1CCC(CC1)N1C(N(C(C1)C#N)C1=CN=CC2=CC=CC=C12)=O